(S)-(6,7-dichloro-1-methyl-1,3,4,5-tetrahydro-2H-pyrido[4,3-b]indol-2-yl)(5-(4-methylpiperazin-1-yl)pyrimidin-2-yl)methanone ClC1=C(C=CC=2C3=C(NC12)CCN([C@H]3C)C(=O)C3=NC=C(C=N3)N3CCN(CC3)C)Cl